(2S,5R)-6-((tert-butyldimethylsilyl)oxy)-7-oxo-1,6-diazabicyclo[3.2.1]octane-2-carbonitrile [Si](C)(C)(C(C)(C)C)ON1[C@@H]2CC[C@H](N(C1=O)C2)C#N